3-(1-oxo-5-(2-oxo-3-(3-(trifluoromethyl)phenyl)imidazolidin-1-yl)isoindolin-2-yl)piperidine-2,6-dione O=C1N(CC2=CC(=CC=C12)N1C(N(CC1)C1=CC(=CC=C1)C(F)(F)F)=O)C1C(NC(CC1)=O)=O